5-chloro-2-methyl-1,6-naphthyridine-3-carboxylic acid methyl ester COC(=O)C=1C(=NC2=CC=NC(=C2C1)Cl)C